C(C)(C)(C)NC1=CC(=NC2=CN=CC=C12)C(\C=C\N(C)C)=O (E)-1-(4-(tert-butylamino)-1,7-naphthyridin-2-yl)-3-(dimethylamino)prop-2-en-1-one